C(C)(C)(C)C=1C=C(C=C(C1O)C(C)(C)C)C(C)(C)C1=CC(=C(C(=C1)C(C)(C)C)O)C(C)(C)C 2,2-Bis-(3,5-di-tert-butyl-4-hydroxyphenyl)propan